N1=CC(=CC=C1)C(C)OC(=O)N1CCCC2=NC(=CC=C12)C(C)NC(C1=CC=C(C=C1)F)=O 1-(Pyridin-3-yl)ethyl-6-(1-(4-fluorobenzamido)ethyl)-3,4-dihydro-1,5-naphthyridin-1(2H)-carboxylat